[Cl-].ClC1=C(NC(=C1Cl)C)C(=O)NC1=C(OCC2C[NH2+]CCC2)C=C(C=C1)C=1OC(NN1)=O 3-((2-(3,4-Dichloro-5-methyl-1H-pyrrole-2-carboxamido)-5-(5-oxo-4,5-dihydro-1,3,4-oxadiazol-2-yl)phenoxy)methyl)piperidin-1-ium chloride